CN([C@H](CNC(=O)N1CC2=CC=CC=C2CC1)CC1=C(C=C(C=C1C)O)C)C (S)-N-(2-(dimethylamino)-3-(4-hydroxy-2,6-dimethylphenyl)propyl)-3,4-dihydroisoquinoline-2(1H)-carboxamide